C(C)OC(CC1=NC=2N(C(N(C(C2N1C)=O)CC=1N(C2=CC=CC=C2C1)C(=O)OC(C)(C)C)=O)C)=O tert-Butyl 2-((8-(2-ethoxy-2-oxoethyl)-3,7-dimethyl-2,6-dioxo-2,3-dihydro-6H-purin-1(7H)-yl)methyl)-1H-indole-1-carboxylate